[N+](=O)([O-])C1=NN(C=C1C=1C=C2CCNC(C2=CC1)=O)C=1C=C(C=C(C1)OC(F)(F)F)NC(C=C)=O N-(3-(3-nitro-4-(1-oxo-1,2,3,4-tetrahydroisoquinolin-6-yl)-1H-pyrazol-1-yl)-5-(trifluoromethoxy)phenyl)acrylamide